N'-[(4Z)-1-[(4-chlorophenyl)methyl]-7-(morpholin-4-yl)-2-oxo-2,3-dihydropyrido[3,2-d]pyrimidin-4(1H)-ylidene]-2-methoxy-2-methylpropanehydrazide ClC1=CC=C(C=C1)CN1C(N\C(\C2=C1C=C(C=N2)N2CCOCC2)=N/NC(C(C)(C)OC)=O)=O